N-(7-(2-chloro-5-fluorophenyl)-3-(ethyl-d5)-2,9-dioxo-2,3,4,7,8,9-hexahydro-1H-pyrrolo[3,4-H]quinazolin-6-yl)-3-fluoro-5-(trifluoromethyl)benzamide ClC1=C(C=C(C=C1)F)C1NC(C=2C1=C(C=C1CN(C(NC21)=O)C(C([2H])([2H])[2H])([2H])[2H])NC(C2=CC(=CC(=C2)C(F)(F)F)F)=O)=O